FC=1C=C(C=C(C1)C(F)(F)F)N1C(N(C(C1)=O)[C@@H]1CC[C@H](CC1)OC=1C=C2C(=NC1)C=CS2)=O 1-[3-fluoro-5-(trifluoromethyl)phenyl]-3-[trans-4-(thieno[3,2-b]pyridin-6-yloxy)cyclohexyl]-2,4-imidazolidinedione